CN1C(N(C2=NC(=NC=C12)NC1=C(C=C2C=CC=NC2=C1)C)C1CCOCC1)=O 7-methyl-2-((6-methylquinolin-7-yl)amino)-9-(tetrahydro-2H-pyran-4-yl)-7,9-dihydro-8H-purine-8-one